2-octyldodecyl 2-methyl-11-(6-((2-octyldodecyl) oxy)-6-oxohexyl)-6-oxo-7-oxa-2,5,11-triazaheptadecan-17-oate CN(C)CCNC(OCCCN(CCCCCC(=O)OCC(CCCCCCCCCC)CCCCCCCC)CCCCCC(=O)OCC(CCCCCCCCCC)CCCCCCCC)=O